N-(2-bromophenethyl)-5-fluoro-N-(prop-2-yn-1-yl)benzo[d]thiazol-2-amine BrC1=C(CCN(C=2SC3=C(N2)C=C(C=C3)F)CC#C)C=CC=C1